NC=1C(=NN(C1)C1CCC(CC1)CN1CCC(CC1)OC1CC(C1)COC1=C2C(=NN(C2=CC=C1)C1CNCCC1)C)C(F)F 3-(4-(((1S,3s)-3-((1-(((1r,4R)-4-(4-amino-3-(difluoromethyl)-1H-Pyrazol-1-yl)cyclohexyl)methyl)piperidin-4-yl)oxy)cyclobutyl)methoxy)-3-methyl-1H-indazol-1-yl)piperidine